1-((1H-indazol-2-yl)methyl)-3-(4-methylphenyl)thiourea N1N(CC2=CC=CC=C12)CNC(=S)NC1=CC=C(C=C1)C